C12(C(=CCCC1)O2)C(=O)O epoxycyclohexenecarboxylic acid